C(C)N(CC[NH3+])CC 2-(diethylamino)ethylammonium